(2-(4-(4-(3-((3-cyanothiophen-2-yl)ethynyl)phenyl)-3-hydroxybutyl)-2-oxo-1,3,4-thiadiazin-3-yl)ethyl)thiophene-2-carboxylic acid C(#N)C1=C(SC=C1)C#CC=1C=C(C=CC1)CC(CCN1N(C(SC=C1)=O)CCC1=C(SC=C1)C(=O)O)O